4-(2-fluoro-6-methoxyphenyl)-6-[(oxan-2-yloxy)methyl]pyridine-3-carboxylic acid FC1=C(C(=CC=C1)OC)C1=C(C=NC(=C1)COC1OCCCC1)C(=O)O